5-chloro-2-(((3R,4S)-4-(4-chlorophenoxy)-3-hydroxy-3-(hydroxymethyl)pyrrolidin-1-yl)sulfonyl)benzonitrile ClC=1C=CC(=C(C#N)C1)S(=O)(=O)N1C[C@]([C@H](C1)OC1=CC=C(C=C1)Cl)(CO)O